C1(CC=CC2=CC3=CC4=CC=CC=C4C=C3C=C12)=O naphthaceneone